1-((2R,4S)-4-(4-amino-3-((6-chloro-4-fluoro-1,2-dimethyl-1H-benzo[d]imidazol-5-yl)ethynyl)-1H-pyrazolo[3,4-d]pyrimidin-1-yl)-2-(methoxymethyl)pyrrolidin-1-yl)prop-2-en-1-one NC1=C2C(=NC=N1)N(N=C2C#CC2=C(C1=C(N(C(=N1)C)C)C=C2Cl)F)[C@H]2C[C@@H](N(C2)C(C=C)=O)COC